3-(m-tolyl)octanone methyl-N-[5-[6-(6-fluoro-3,4-dihydro-2H-quinoline-1-carbonyl)imidazo[1,2-b]pyridazin-3-yl]-2-pyridyl]carbamate COC(NC1=NC=C(C=C1)C1=CN=C2N1N=C(C=C2)C(=O)N2CCCC1=CC(=CC=C21)F)=O.C2(=CC(=CC=C2)C(C(C)=O)CCCCC)C